2-[(2E)-2-(aminomethyl)-3-fluoroprop-2-en-1-yl]-4-{3-methyl-5-[4-(4H-1,2,4-triazol-3-yl)phenyl]pyridin-2-yl}-2,4-dihydro-3H-1,2,4-triazol-3-one NC/C(/CN1N=CN(C1=O)C1=NC=C(C=C1C)C1=CC=C(C=C1)C1=NN=CN1)=C\F